3-pentyl-1,2,3,4-tetrahydroquinoline-2-carboxylate C(CCCC)C1C(NC2=CC=CC=C2C1)C(=O)[O-]